(2s)-2-[(3s)-1-{[2-(difluoromethoxy)-4-(3-phenyl-1,2,4-oxadiazol-5-yl)phenyl]methyl}piperidin-3-yl]propane-1,2-diol FC(OC1=C(C=CC(=C1)C1=NC(=NO1)C1=CC=CC=C1)CN1C[C@H](CCC1)[C@](CO)(C)O)F